C[C@H]1OCC[C@H](C1)NC=1N=NC=C2C1C=NC=C2 4-(((2R,4R)-2-methyltetrahydro-2H-pyran-4-yl)amino)pyrido[3,4-d]pyridazine